N[Fe]N diaminoiron